N1=NC=C(C=C1)CN 1-(pyridazin-4-yl)methanamine